2-Methyl-1-(2-morpholinyl)-2-propanol CC(CC1CNCCO1)(C)O